CN1N=C(C2=NC=CC=C21)N 1-methylpyrazolo[4,3-b]pyridin-3-amine